(S)-quinuclidin-3-yl (6-(3-(methoxymethoxy)phenyl)-1,2,3,4-tetrahydronaphthalen-1-yl)carbamate COCOC=1C=C(C=CC1)C=1C=C2CCCC(C2=CC1)NC(O[C@@H]1CN2CCC1CC2)=O